5-methylpyrazolo[1,5-a]pyridin CC1=CC=2N(C=C1)N=CC2